ClC=1C=CC(=C(C1)C(CC1=NC(=NC(=N1)N[C@@H](CO)CC(C)C)NS(=O)(=O)C)C)F N-(4-(2-(5-chloro-2-fluorophenyl)propyl)-6-(((R)-1-hydroxy-4-methylpent-2-yl)amino)-1,3,5-triazin-2-yl)methanesulfonamide